2,6-dimethyl-4-methoxybenzenesulfonyl chloride CC1=C(C(=CC(=C1)OC)C)S(=O)(=O)Cl